1-(8-nitroquinolin-6-yl)ethan-1-oneAL [N+](=O)([O-])C=1C=C(C=C2C=CC=NC12)C(C=O)=O